C1(=CC=CC=C1)/C=C/CC(=O)Cl (2E)-3-phenylprop-2-enecarboxylic acid chloride